C(C1=CC=CC=C1)(=O)NC=1C=2N=CN([C@H]3C[C@H](OC(CC(=O)[O-])C(=O)[O-])[C@@H](COC(C4=CC=C(C=C4)OC)(C4=CC=C(C=C4)OC)C4=CC=CC=C4)O3)C2N=CN1 N6-benzoyl-5'-O-(4,4'-dimethoxytrityl)-2'-deoxyadenosine-3'-O-succinate